(((1r,3r)-3-(4-(2-(4-((2-(1H-1,2,3-triazol-1-yl)pyrimidin-5-yl)oxy)phenyl)propan-2-yl)phenoxy)cyclobutyl)amino)-2-(2,6-dioxopiperidin-3-yl)isoindolin-1,3-dione N1(N=NC=C1)C1=NC=C(C=N1)OC1=CC=C(C=C1)C(C)(C)C1=CC=C(OC2CC(C2)NC2=C3C(N(C(C3=CC=C2)=O)C2C(NC(CC2)=O)=O)=O)C=C1